3-[4-(4-Benzo[d]isothiazol-3-yl-piperazin-1-yl)-butyl]-hexahydro-1b,3-diaza-cyclopropa[a]indene-2,4-dione S1N=C(C2=C1C=CC=C2)N2CCN(CC2)CCCCN2C(CC1CC3C(N1C2=O)C3)=O